COC=1C=C(C=CC1)C1=NN2C(C=CC=C2)=C1 (3-methoxyphenyl)pyrazolo[1,5-a]pyridine